ClC=1C=C(C(=O)NC=2C=NC(=CC2)C2(CCC2)C(NC2=NC=C(C=C2)F)=O)C=CC1 3-chloro-N-(6-{1-[(5-fluoropyridin-2-yl)carbamoyl]cyclobutyl}pyridin-3-yl)benzamide